FC(C=1C=C(C=CC1F)NC(=NO)C1=NON=C1)F N-(3-(difluoromethyl)-4-fluorophenyl)-N'-hydroxy-1,2,5-oxadiazole-3-formamidine